C(C1=CC=CC=C1)[N+](=CCCCCCCCCCCC)[O-] N-benzyl-dodecane-1-imine oxide